C(C1=CC=CC=C1)S(=O)CCN 2-(benzylsulfinyl)ethan-1-amine